C1=CC=C(C=2SC3=C(C21)C=CC=C3)C=3C=C(C=CC3)C=3C=CC=2C(=C1N=CC=NC1=C1C2C=CC=C1)C3 6-[3-(dibenzothiophene-4-yl)phenyl]dibenzo[f,h]quinoxaline